COOCC[Si](C)(C)C [2-(trimethylsilyl)ethoxy] methyl ether